COC=1C=C(C=CC1OCC1=C(C=C(C=C1)NC)C(F)(F)F)C1C=2C(NC(C1)=O)=NNC2 4-(3-Methoxy-4-{[4-(methylamino)-2-(trifluoromethyl)phenyl]methoxy}phenyl)-2H,4H,5H,6H,7H-pyrazolo[3,4-b]pyridin-6-one